C1OCC2=CC(=CC=C12)N1CC(C2=NC(=CC=C21)C(=O)N2C(CN(CC2)C2=NC(=C(C(=O)O)C(=C2)C)C)(C)C)(C)C 6-(4-(1-(1,3-dihydroisobenzofuran-5-yl)-3,3-dimethyl-2,3-dihydro-1H-pyrrolo[3,2-b]pyridine-5-carbonyl)-3,3-dimethylpiperazin-1-yl)-2,4-dimethylnicotinic acid